C(C1CO1)OC(CCCCCCC\C=C/CCCCCCCC)=O.C1N(CCC2=CC=CC=C12)CC1(CN(CCC1)C(=O)C1=CC(=C(C=C1)C)NC1COC1)O (3-((3,4-dihydroisoquinolin-2(1H)-yl)methyl)-3-hydroxypiperidin-1-yl)(4-methyl-3-(oxetan-3-ylamino)phenyl)methanone glycidyl-oleate